CC1=C(N=CS1)CCC(=O)O 3-(5-methylthiazol-4-yl)propionic acid